2-(3-(morpholinyl)propylthio)-4-(3-chloro-4-(pyridin-2-ylmethoxy)phenylamino)pyrimidine N1(CCOCC1)CCCSC1=NC=CC(=N1)NC1=CC(=C(C=C1)OCC1=NC=CC=C1)Cl